OCC1N(CCC1)CC=1NC2=CC(=CC=C2C1)CNC(=O)C=1N=C2N(C(C1)=O)C=CC=C2 N-[[2-[[2-(hydroxymethyl)pyrrolidin-1-yl]methyl]-1H-indol-6-yl]methyl]-4-oxo-pyrido[1,2-a]pyrimidine-2-carboxamide